F[C@@H]1[C@H](CN(C1)C)NC(=O)C1=NC=C(C2=CC(=NC=C12)NC1=NC(=NC=C1)N1C[C@]([C@@H](CC1)O)(C)F)C(C)C N-((3S,4S)-4-fluoro-1-methylpyrrolidin-3-yl)-6-((2-((3S,4R)-3-fluoro-4-hydroxy-3-methylpiperidin-1-yl)pyrimidin-4-yl)amino)-4-isopropyl-2,7-naphthyridine-1-carboxamide